3-(2,6-dimethoxy-phenyl)-5-(1-isopropylindazol-5-yl)-1,2,4-oxadiazole COC1=C(C(=CC=C1)OC)C1=NOC(=N1)C=1C=C2C=NN(C2=CC1)C(C)C